[2-Fluoro-5-(7-morpholin-4-yl-quinazolin-4-yl)-phenyl]imidazo-[1,2-a]pyrazin-8-yl-methanol FC1=C(C=C(C=C1)C1=NC=NC2=CC(=CC=C12)N1CCOCC1)C(O)C=1C=2N(C=CN1)C=CN2